OC[C@](C)(O)C=1SC(=CN1)[S@@](=O)(N)=NC(NC1=C2C(=CC=3CCCC13)CC2)=O (R)-2-((S)-1,2-dihydroxypropan-2-yl)-N'-((2,4,5,6-tetrahydro-1H-cyclobuta[f]inden-3-yl)carbamoyl)thiazole-5-sulfonimidamide